N,N-diallyldimethyl-ammonium methyl-sulfate COS(=O)(=O)[O-].C(C=C)[N+](CC=C)(C)C